NC1=NC=2C=CC(=CC2C2=C1[C@H](OC2)C)C(=O)N([C@H]2COC1=C2C=CC(=C1)C(F)(F)F)CC (3R)-4-amino-N-ethyl-3-methyl-N-((3R)-6-(trifluoromethyl)-2,3-dihydro-1-benzofuran-3-yl)-1,3-dihydrofuro[3,4-c]quinoline-8-carboxamide